(S)-2-(((2R,3S,4R,5R)-5-(6-amino-2-chloro-9H-purin-9-yl)-3,4-dihydroxytetrahydrofuran-2-yl)methoxy)-2-(1H-tetrazol-5-yl)acetic acid NC1=C2N=CN(C2=NC(=N1)Cl)[C@H]1[C@@H]([C@@H]([C@H](O1)CO[C@H](C(=O)O)C1=NN=NN1)O)O